N-(2-cyclopropoxyphenylmethylene)-2-methylpropane-2-sulfinamide C1(CC1)OC1=C(C=CC=C1)C=NS(=O)C(C)(C)C